2'-hydroxy-[1,1'-biphenyl]-2-sulfonamide OC1=C(C=CC=C1)C=1C(=CC=CC1)S(=O)(=O)N